CC=1C=C(C=CC1)N1COC(=N1)C(F)(F)F 3-(3-methylphenyl)-5-trifluoromethyl-1,3,4-oxadiazole